7-methoxy-6-nitro-4-[5-phenyl-1-(trifluoromethyl)-1H-pyrazol-4-yl]quinazoline COC1=C(C=C2C(=NC=NC2=C1)C=1C=NN(C1C1=CC=CC=C1)C(F)(F)F)[N+](=O)[O-]